C=1(O)C(=C(O)C(=CC1)N)N resorcinoldiamine